[Pd].Cl[Na] chlorosodium palladium